C(C1=CC=CC=C1)OC=1C(=CC2=C(C(=C(O2)C)C(=O)NC2CNCC2(F)F)C1)C 5-(benzyloxy)-N-(4,4-difluoropyrrolidin-3-yl)-2,6-dimethylbenzofuran-3-carboxamide